mono-formaldehyde acetate C(C)(=O)O.C=O